C(CCCC)OC(=O)C1CC1 cyclopropane-1-carboxylic acid pentyl ester